BrC1=C(C=C(C(=O)N2CC=3N=C(N(C(C3C[C@H]2C)=O)C2=CC=C(N=N2)C(=O)NC)N[C@@H](C)C=C)C=C1)C(F)(F)F 6-((R)-7-(4-bromo-3-(trifluoromethyl)benzoyl)-2-(((S)-but-3-en-2-yl)amino)-6-methyl-4-oxo-5,6,7,8-tetrahydropyrido[3,4-d]pyrimidin-3(4H)-yl)-N-methylpyridazine-3-carboxamide